C(C)=C1CC2C3C(OC4=C3C=CC=C4C)C1C2 3-ethylidene-6-methyl-1,2,3,4,4a,9b-hexahydro-1,4-methanodibenzo[b,d]furan